NC=1N=C(SC1C(C1=CC=C(C=C1)C(F)(F)F)=O)N(C1=CC=C(C=C1)F)C(C(=O)N)C (N-[4-Amino-5-[4-(trifluoromethyl)benzoyl]thiazol-2-yl]-4-fluoroanilino)propanamid